C1(=CC=CC=C1)CS(=O)(=O)OC1=C(OC(C1=O)C1=CC=C(C=C1)F)N 2-amino-5-(4-fluorophenyl)-4-oxo-4,5-dihydrofuran-3-yl phenylmethanesulfonate